2-isopropyl-7-methoxy-N-(1-(3,4,5-trimethoxyphenyl)-1H-imidazol-4-yl)quinazolin-4-amine C(C)(C)C1=NC2=CC(=CC=C2C(=N1)NC=1N=CN(C1)C1=CC(=C(C(=C1)OC)OC)OC)OC